Cl.C(#C)C=1C=C(SC1)CNCC[C@]1(CCOC2(CCCC2)C1)C1=NC=CC=C1 (R)-N-((4-ethynylthiophen-2-yl)methyl)-2-(9-(pyridin-2-yl)-6-oxaspiro[4.5]decan-9-yl)ethylamine hydrochloride